C(C)OC(=O)C1=C(NC(=C1I)C=O)C 5-formyl-4-iodo-2-methyl-1H-pyrrole-3-carboxylic acid ethyl ester